3-{[5-chloro-6-(5-methoxy-2-pyrazinyl)-2-indolyl]methyl}-1-(3-oxetanyl)urea ClC=1C=C2C=C(NC2=CC1C1=NC=C(N=C1)OC)CNC(NC1COC1)=O